Diacetic acid sodium salt [Na+].C(C)(=O)[O-].C(C)(=O)[O-].[Na+]